C1C(=CCC2=CC=CC=C12)C(=O)O 1,4-dihydro-2-naphthoic acid